tert-butyl (R)-3-((7-bromo-2-chloro-8-fluoro-6-(trifluoromethyl)quinazolin-4-yl)amino)pyrrolidine-1-carboxylate BrC1=C(C=C2C(=NC(=NC2=C1F)Cl)N[C@H]1CN(CC1)C(=O)OC(C)(C)C)C(F)(F)F